C(C)(=O)Br AcetylBromide